5-(tert-butyl)-4,5-dihydro-6H-thieno[2,3-c]pyrrol-6-one C(C)(C)(C)N1C(C2=C(C1)C=CS2)=O